o-Toluate CC1=CC=CC=C1C(=O)O